5-amino-N-((1,2,3,5,6,7-hexahydro-s-indacen-4-yl)methyl)-2-methylbenzamide NC=1C=CC(=C(C(=O)NCC2=C3CCCC3=CC=3CCCC23)C1)C